COCCN1N=CC=C1B(O)O [2-(2-Methoxyethyl)pyrazol-3-yl]boronic acid